NC1=CC=C2C(=N1)CC[C@H]2NC(=O)C2(CC2)NC(=O)[C@@H]2NC[C@H](C2)CC2=CC=C(C=C2)F (2R,4S)-N-(1-(((R)-2-amino-6,7-dihydro-5H-cyclopenta[b]pyridin-5-yl)carbamoyl)cyclopropyl)-4-(4-fluorobenzyl)pyrrolidine-2-carboxamide